C1(CCC1)NC(=O)C=1COC2=C(C1)C=C(C=C2)OCC N-cyclobutyl-6-ethoxybenzopyran-3-carboxamide